dicyanogen C(#N)C#N